6-[5-[2-hydroxy-6-methyl-4-(trifluoromethyl)phenyl]oxazolo[4,5-b]pyridin-2-yl]-2-methyl-5,7-dihydropyrrolo[3,4-c]pyridazin-3-one OC1=C(C(=CC(=C1)C(F)(F)F)C)C1=CC=C2C(=N1)N=C(O2)N2CC1=NN(C(C=C1C2)=O)C